COC=1C=C(CC2CCN(CC2)C(CCC=2C(=NN(C2C)C=2C=CC=3N(N2)C(=NN3)C)C)=O)C=CC1 1-(4-(3-methoxybenzyl)piperidin-1-yl)-3-(3,5-dimethyl-1-(3-methyl-[1,2,4]triazolo[4,3-b]pyridazin-6-yl)-1H-pyrazol-4-yl)propan-1-one